di(4-methoxyphenyl)phosphoryl fluoride COC1=CC=C(C=C1)P(=O)(C1=CC=C(C=C1)OC)F